C(#N)N1C2CCC(C1)[C@H]2NC(=O)C2=CC=C(C=C2)C2=C(C=CC=C2)NC2=CC=CC=C2 N-((7R)-2-cyano-2-azabicyclo[2.2.1]heptan-7-yl)-2'-(phenylamino)-[1,1'-biphenyl]-4-carboxamide